3-bromo-4,5-difluoro-1H-pyrrolo[2,3-b]Pyridine BrC1=CNC2=NC=C(C(=C21)F)F